CC(C(=O)OC(C)OC(=O)N1CCN(CC1)C1=CC=C(C=C1)C(NC1=CC(=C(C=C1)C)NC1=NC=CC(=N1)C=1C=NC=CC1)=O)(C)C 4-{4-[4-Methyl-3-(4-pyridin-3-yl-pyrimidin-2-ylamino)-phenylcarbamoyl]-phenyl}-piperazine-1-carboxylic acid 1-(2,2-dimethyl-propionyloxy)-ethyl ester